BrC=1C=C(C=C(C1)OC)CC#N (3-bromo-5-methoxyphenyl)acetonitrile